(1R,2S)-1-(2-chlorophenyl)-N1-methyl-N2-(4-((trifluoromethyl)thio)benzyl)-cyclohexane-1,2-diamine ClC1=C(C=CC=C1)[C@]1([C@H](CCCC1)NCC1=CC=C(C=C1)SC(F)(F)F)NC